(2R,3S,4S)-2-[(4-chlorophenyl)methyl]-4-hydroxypyrrolidin-3-yl N-[(2-oxo-1H-pyridin-4-yl)methyl]carbamate O=C1NC=CC(=C1)CNC(O[C@H]1[C@H](NC[C@@H]1O)CC1=CC=C(C=C1)Cl)=O